N1=C(C=CC=C1)C1(CC1)NC(=O)[C@H]1CN(CC[C@@H]1NC(=O)C1=NOC(=C1)C1=C(C=C(C=C1)F)F)C1CCCC1 (3S,4S)-1-cyclopentyl-4-{[5-(2,4-difluoro-phenyl)-isoxazole-3-carbonyl]-amino}-piperidine-3-carboxylic acid (1-pyridin-2-yl-cyclopropyl)-amide